C(C)(=O)NC(=O)C=1C(=C(C(=CC1CCCCC)O)C1CCCC(=C1)C)O N-acetyl-2,6-dihydroxy-5'-methyl-4-pentyl-1',2',3',4'-tetrahydro-[1,1'-biphenyl]-3-carboxamide